3-[1-(4,4-diethyl-2-imino-6-oxo-hexahydropyrimidin-1-yl)-2-methoxy-ethyl]-N-[(1R,2R)-2-hydroxyindan-1-yl]benzamide C(C)C1(NC(N(C(C1)=O)C(COC)C=1C=C(C(=O)N[C@H]2[C@@H](CC3=CC=CC=C23)O)C=CC1)=N)CC